(2R,5S)-4-{2-[6-(2,4-Difluoro-benzyl)-3,3-dimethyl-2,3-dihydro-pyrrolo[3,2-c]pyridin-1-yl]-2-oxo-ethyl}-2-methyl-5-pyrrolidin-1-ylmethyl-piperazine-1-carboxylic acid tert-butyl ester C(C)(C)(C)OC(=O)N1[C@@H](CN([C@H](C1)CN1CCCC1)CC(=O)N1CC(C=2C=NC(=CC21)CC2=C(C=C(C=C2)F)F)(C)C)C